(2R)-2-amino-3-naphthalen-2-ylpropionic acid N[C@@H](C(=O)O)CC1=CC2=CC=CC=C2C=C1